O.O.C(C)(=O)[O-].C(C)(=O)[O-].[Rh+2] rhodium (II) diacetate dihydrate